C(C=C)(=O)N1CC2(C1)CN(CC2)C2=NC(=NC(=C2C#N)C2=C1C=NNC1=CC=C2C)C2CCN(CC2)C 4-(2-acryloyl-2,6-diazaspiro[3.4]octan-6-yl)-6-(5-methyl-1H-indazol-4-yl)-2-(1-methylpiperidin-4-yl)pyrimidine-5-carbonitrile